C1([CH-]C=C(C=C1)C)(C)N p-xylenidamine